benzyl (3-(3-(1-(tert-butyl)-1H-pyrazol-3-yl)cyclopent-2-en-1-yl)-1H-pyrazol-5-yl)carbamate C(C)(C)(C)N1N=C(C=C1)C1=CC(CC1)C1=NNC(=C1)NC(OCC1=CC=CC=C1)=O